(3-methylphenyl)methanamine CC=1C=C(C=CC1)CN